((7-bromo-2-methylbenzofuran-3-yl)methyl)(methyl)carbamic acid tert-butyl ester C(C)(C)(C)OC(N(C)CC1=C(OC2=C1C=CC=C2Br)C)=O